5-methyl-2-phenyl-1,2,4-triazolidin-3-one CC1NC(N(N1)C1=CC=CC=C1)=O